Tert-butyl 6-[[1-(trifluoromethyl)cyclopropyl]carbamoyl]-2-azaspiro[3.3]heptane-2-carboxylate FC(C1(CC1)NC(=O)C1CC2(CN(C2)C(=O)OC(C)(C)C)C1)(F)F